3-(4-trifluoromethylphenyl)-5-(4-tert-butyl-2-naphthyl)pyrido[3,4-b]pyrazine FC(C1=CC=C(C=C1)C1=CN=C2C(=N1)C(=NC=C2)C2=CC1=CC=CC=C1C(=C2)C(C)(C)C)(F)F